N-(6-(2H-1,2,3-triazol-2-yl)-5-(Trifluoromethyl)pyridin-3-yl)-5-cyclopropyl-1-(2-oxo-1,2-dihydrobenzo[cd]indol-6-yl)-1H-pyrazole-4-Carboxamide N=1N(N=CC1)C1=C(C=C(C=N1)NC(=O)C=1C=NN(C1C1CC1)C=1C=2C3=C(C(NC3=CC1)=O)C=CC2)C(F)(F)F